(2R,3S)-2-(4-(cyclopentylamino)phenyl)-1-((4-fluoro-2-methylphenyl)-sulfonyl)-N-(4-methyl-3-(trifluoromethyl)phenyl)piperidine-3-carboxamide C1(CCCC1)NC1=CC=C(C=C1)[C@@H]1N(CCC[C@@H]1C(=O)NC1=CC(=C(C=C1)C)C(F)(F)F)S(=O)(=O)C1=C(C=C(C=C1)F)C